NC1=C(C=CC#N)C(=CC(=C1)F)C(=O)OC 2-AMINO-4-FLUORO-6-METHOXYCARBONYLCINNAMONITRILE